C(C)(=O)N1[C@H](CCC1)/C=C/S(=O)(=O)NC(NC1=C2CCCC2=CC=2CCCC12)=O (R,E)-2-(1-Acetylpyrrolidin-2-yl)-N-((1,2,3,5,6,7-hexahydro-s-indacen-4-yl)carbamoyl)-ethen-1-sulfonamid